C(CCCC)OOCCCCC di-n-amyl peroxide